C1(=CC=CC2=CC=CC=C12)C1=NC(=NC(=N1)C(Cl)(Cl)Cl)C(Cl)(Cl)Cl 2-(1-naphthyl)-4,6-bis(trichloromethyl)-1,3,5-triazine